benzyl 2-({[tris(propan-2-yl)silyl]oxy}methyl)-3,4-dihydro-2H-oxazine-4-carboxylate CC(C)[Si](OCN1OC=CC(C1)C(=O)OCC1=CC=CC=C1)(C(C)C)C(C)C